aluminum tris(n-butyl acetoacetate) C(CCC)CC(CC(=O)[O-])=O.C(CCC)CC(CC(=O)[O-])=O.C(CCC)CC(CC(=O)[O-])=O.[Al+3]